neodecanic acid-2,3-epoxypropyl ester C(C1CO1)OC(CCCCCC(C)(C)C)=O